N-((1-(4-(5-(trifluoromethyl)-1,2,4-oxadiazol-3-yl)phenyl)-1H-pyrazol-4-yl)methyl)cyclopropanesulfonamide FC(C1=NC(=NO1)C1=CC=C(C=C1)N1N=CC(=C1)CNS(=O)(=O)C1CC1)(F)F